NC1=CC(=C(C=C1OC)N1CCC(CC1)CN1CCN(CC1)C=1C=C2C(N(C(C2=CC1F)=O)C1C(NC(CC1)=O)=O)=O)C=1C=NN(C1)C 5-(4-((1-(4-amino-5-methoxy-2-(1-methyl-1H-pyrazol-4-yl)phenyl)piperidin-4-yl)methyl)piperazin-1-yl)-2-(2,6-dioxopiperidin-3-yl)-6-fluoroisoindoline-1,3-dione